C1(CCC1)C1=CC(=CC2=C1N=C(S2)N2[C@H]1C[C@@H]([C@@H](C2)C1)OCC=1C(=NOC1C1CC1)C1=C(C=CC=C1Cl)Cl)C(=O)O 4-Cyclobutyl-2-((1R,4R,5S)-5-((5-cyclopropyl-3-(2,6-dichlorophenyl)isoxazol-4-yl)methoxy)-2-azabicyclo[2.2.1]heptan-2-yl)benzo[d]thiazole-6-carboxylic acid